4-(4-fluorobenzyloxy)-3-bromo-6-methyl-1-((pyridin-4-yl)methyl)pyridin-2(1H)-one FC1=CC=C(COC2=C(C(N(C(=C2)C)CC2=CC=NC=C2)=O)Br)C=C1